CC1=CC=C(C=C1)S(=O)(=O)OCCC(C(COCC1=CC=CC=C1)(F)F)(C)C 5-(benzyloxy)-4,4-difluoro-3,3-dimethylpentyl 4-methylbenzenesulfonate